N-((1r,3r)-3-(4-cyclopropylpiperazin-1-yl)cyclobutyl)-1-(4,4-difluorocyclohexyl)-3-methyl-1H-thieno[2,3-c]pyrazole-5-carboxamide, Trifluoroacetate salt FC(C(=O)O)(F)F.C1(CC1)N1CCN(CC1)C1CC(C1)NC(=O)C1=CC2=C(N(N=C2C)C2CCC(CC2)(F)F)S1